C1(CCC1)C1(C(N(CC1)C=1C=2N(N=CC1)C=C(C2)C=2C=NN(C2)C)=O)C#N 3-Cyclobutyl-1-(6-(1-methyl-1H-pyrazol-4-yl)pyrrolo[1,2-b]pyridazin-4-yl)-2-oxopyrrolidine-3-carbonitrile